CCCCCCCC/C=C\\CCCCCCCCCCCCCC(=O)N The molecule is a primary fatty amide resulting from the formal condensation of the carboxy group of (15Z)-tetracosenoic acid with ammonia. It derives from a (15Z)-tetracosenoic acid.